2,2,4-trimethyl-1,6-bis(maleimido)hexane CC(CN1C(C=CC1=O)=O)(CC(CCN1C(C=CC1=O)=O)C)C